FC1=C(C=CC=C1)C1C2N(C=NC1=O)C=CC(=C2)C(F)(F)F 4-(2-fluorophenyl)-6-(trifluoromethyl)-4,4a-dihydro-3H-pyrido[1,2-c]pyrimidin-3-one